ClC=1C=CC(=C(C1)[C@H](CCN(C(C(=O)O)C1=C(C(=CC=C1)C)C1CCC(CC1)OCC(F)(F)F)C)CCN1CCCCC1)C 2-(((S)-3-(5-chloro-2-methylphenyl)-5-(piperidin-1-yl)pentyl)(methyl)amino)-2-(3-methyl-2-((1r,4S)-4-(2,2,2-trifluoroethoxy)cyclohexyl)phenyl)acetic acid